cyclohexylformyl-sulfur C1(CCCCC1)C(=O)[S]